FC1=C(C=C(C=C1F)[N+](=O)[O-])C(F)(F)F 2,3-difluoro-5-nitro-benzotrifluoride